monoisopropyl-amine C(C)(C)N